FC(S(=O)(=O)N1C[C@H](C[C@H]1C)NC(CC=1N=CC2=CC=C(C=C2C1)C1=NC(=CC=C1)N1C[C@@H](O[C@@H](C1)C)C)=O)F N-((3S,5R)-1-((difluoromethyl)sulfonyl)-5-methylpyrrolidin-3-yl)-2-(6-(6-((cis)-2,6-dimethylmorpholino)pyridin-2-yl)isoquinolin-3-yl)acetamide